FC1CN(C1)C1=C(C=O)C=CC=C1 2-(3-fluoroazetidin-1-yl)benzaldehyde